C(C)(C)(C)C1=CC=2C(C3=CC(=CC(=C3OC2C(=C1)P(C1=CC=CC=C1)C1=CC=C(C=C1)OC)P(C1=CC=CC=C1)C1=CC=C(C=C1)OC)C(C)(C)C)(C)C (2,7-di-tert-butyl-9,9-dimethyl-9H-xanthene-4,5-diyl)bis((4-methoxyphenyl)(phenyl)phosphane)